The molecule is a dihydroxydocosahexaenoic acid that is (4Z,7Z,10Z,12E,16Z,19Z)-docosahexaenoic acid in which the two hydroxy substituents are located at the 14R- and 21S-positions. It has a role as a human xenobiotic metabolite. It is a dihydroxydocosahexaenoic acid and a secondary allylic alcohol. It is a conjugate acid of a (4Z,7Z,10Z,12E,14R,16Z,19Z,21S)-dihydroxydocosahexaenoate. It is an enantiomer of a (4Z,7Z,10Z,12E,14S,16Z,19Z,21R)-dihydroxydocosahexaenoic acid. C[C@@H](/C=C\\C/C=C\\C[C@H](/C=C/C=C\\C/C=C\\C/C=C\\CCC(=O)O)O)O